1-cyclopropyl-N-((5-ethynylpyridin-2-yl)methyl)methylamine C1(CC1)CNCC1=NC=C(C=C1)C#C